(S)-3-(2-(2-aminothiazol-4-yl)-2-((2-(4-(4,5,6,7-tetrahydro-3H-imidazo[4,5-c]pyridin-2-yl)phenoxy)ethoxy)imino)acetamido)-2,2-dimethyl-4-oxoazetidin-1-yl hydrogen sulfate S(=O)(=O)(ON1C([C@@H](C1=O)NC(C(=NOCCOC1=CC=C(C=C1)C1=NC2=C(CNCC2)N1)C=1N=C(SC1)N)=O)(C)C)O